zirconium-cobalt-iron-nickel [Ni].[Fe].[Co].[Zr]